24-Octacosenoic acid C(CCCCCCCCCCCCCCCCCCCCCCC=CCCC)(=O)O